8-Chloro-6-cyclopropyl-N-(2-methoxy-4-(1-methyl-1H-pyrazol-4-yl)phenyl)pyrido[3,4-d]pyrimidin-2-amine ClC1=NC(=CC2=C1N=C(N=C2)NC2=C(C=C(C=C2)C=2C=NN(C2)C)OC)C2CC2